(R)-methyl 2-(2-((tert-butoxycarbonyl)amino)-2-(4-ethynylphenyl)ethoxy)acetate C(C)(C)(C)OC(=O)N[C@@H](COCC(=O)OC)C1=CC=C(C=C1)C#C